N-(3Z)-13-Docosen-1-ylurea C(CCCCCCCCCCCC=CCCCCCCCC)NC(=O)N